5-{3-Chloro-6-[4-(difluoromethoxy)phenoxy]-2-fluoro-4-(trifluoromethyl)benzoylamino}pyrimidine ClC=1C(=C(C(=O)NC=2C=NC=NC2)C(=CC1C(F)(F)F)OC1=CC=C(C=C1)OC(F)F)F